COC(=O)C1=CC=C(C=C1)C1NCCNC1 2-(4-(methoxycarbonyl)phenyl)piperazin